O(C1=CC=CC=C1)C(=O)N[C@@H](CCSC)C(=O)O (phenoxycarbonyl)-L-methionine